ClC1=CC=C(C(=O)N2[C@@H](C=3N(CC2)C(=NC3N3C(CCC3)=O)C3=NC(=NS3)C)C)C=C1 (R)-1-(7-(4-Chlorobenzoyl)-8-methyl-3-(3-methyl-1,2,4-thiadiazol-5-yl)-5,6,7,8-Tetrahydroimidazo[1,5-a]pyrazin-1-yl)pyrrolidin-2-one